ClCCC1=CC=CC=C1 2-(chloroethyl)benzene